ClC1=C(C=C(C=C1)O)C=1C(=C(N=C2[C@H]3C([C@@H](CC12)C3)(C)C)N3CC1(CN(C1)C(C=C)=O)CC3)C#N (M)-(1R,9R)-6-(2-chloro-5-hydroxyphenyl)-10,10-dimethyl-4-(2-(2-propenoyl)-2,6-diazaspiro[3.4]octan-6-yl)-3-azatricyclo[7.1.1.02,7]undeca-2,4,6-triene-5-carbonitrile